C(C1=CC=CC=C1)N1[C@H](CN(C[C@@H]1C)CC1=CC=CC=C1)C(=O)OC |r| methyl rac-(2R,6S)-1,4-dibenzyl-6-methyl-piperazine-2-carboxylate